N-(3-(1H-Imidazol-1-yl)cyclohexyl)-5,7-diphenylpyrazolo[1,5-a]pyrimidine-2-carboxamide N1(C=NC=C1)C1CC(CCC1)NC(=O)C1=NN2C(N=C(C=C2C2=CC=CC=C2)C2=CC=CC=C2)=C1